P(=O)([O-])([O-])[O-].[Na+].[Na+].[Na+].[NH4+] ammonium trisodium phosphate